2-((8-chloro-1,2,3,5,6,7-hexahydro-s-indacen-4-yl)amino)-N-(N,N-dimethylsulfamoyl)oxazole-4-carboxamide ClC=1C=2CCCC2C(=C2CCCC12)NC=1OC=C(N1)C(=O)NS(N(C)C)(=O)=O